NC1=C(C=C(C=N1)C1=CC=C(C=C1)NS(=O)(=O)CCN1CCN(CC1)C(CO)=O)OCC1=C(C(=CC=C1F)F)Cl 2-[4-(2-hydroxy-acetyl)-piperazin-1-yl]-ethanesulfonic acid {4-[6-amino-5-(2-chloro-3,6-difluoro-benzyloxy)-pyridin-3-yl]-phenyl}-amide